CN(C)\C=N\C1=C(C(=O)OC)C=CC(=C1)OC (E)-methyl 2-((dimethylamino) methyleneamino)-4-methoxybenzoate